FC1(CCC(CC1)NC(=O)C1=NC(=NN1C)C1=CC=C(C=C1)C=O)F N-(4,4-Difluorocyclohexyl)-3-(4-formylphenyl)-1-methyl-1H-1,2,4-triazol-5-carboxamid